C1(CCCC1)OC1=NC=CC=C1C1=CC(=C(C(=C1)F)N1CCC(CC1)CC(=O)O)F 2-[1-[4-[2-(cyclopentyloxy)-3-pyridinyl]-2,6-difluoro-phenyl]-4-piperidinyl]acetic acid